2-((1S)-1-((7-methoxy-3-(5-methylisoxazol-3-yl)[1,2,4]triazolo[3,4-f][1,2]diazin-6-yl)oxy)ethyl)-6-(oxetane-3-yl)-5,6,7,8-tetrahydropyrido[4,3-b]pyridine COC=1C(=NN2C(C1)=NN=C2C2=NOC(=C2)C)O[C@@H](C)C2=CC=C1C(=N2)CCN(C1)C1COC1